C(C)(C)(C)OC(=O)N1CC(C1)C1=CC=C(CN2CCC(CC2)(C(=O)OC)C)C=C1 methyl 1-(4-(1-(tert-butoxycarbonyl)azetidin-3-yl)benzyl)-4-methylpiperidine-4-carboxylate